1-(tert-butoxycarbonyl)-4-(5-(4-((5-chloro-3-fluoropyridin-2-yl)oxy)phenyl)-2H-tetrazol-2-yl)pyrrolidine-2-carboxylic acid C(C)(C)(C)OC(=O)N1C(CC(C1)N1N=C(N=N1)C1=CC=C(C=C1)OC1=NC=C(C=C1F)Cl)C(=O)O